FC(C(=O)O)(F)F.NC1=NC=CC(=C1Cl)SC=1C(N(C(=NC1)N1CCC2([C@@H](C=3N(N=CC3)C2)N)CC1)C)=O (S)-5-((2-amino-3-chloropyridin-4-yl)thio)-2-(4'-amino-4'H,6'H-spiro[piperidine-4,5'-pyrrolo[1,2-b]pyrazol]-1-yl)-3-methylpyrimidin-4(3H)-one (trifluoroacetate)